N-(1-Adamantylmethyl)-6-[4-[2-[2-(5-hydroxypyridin-3-yl)ethynyl]benzoyl]piperazin-1-yl]-N-methylpyridazine-3-carboxamide C12(CC3CC(CC(C1)C3)C2)CN(C(=O)C=2N=NC(=CC2)N2CCN(CC2)C(C2=C(C=CC=C2)C#CC=2C=NC=C(C2)O)=O)C